bis-(3-(3,5-di-tert-butyl-4-hydroxyphenyl)propionyl)pentanediamine C(C)(C)(C)C=1C=C(C=C(C1O)C(C)(C)C)CCC(=O)C(C(N)(N)C(CCC1=CC(=C(C(=C1)C(C)(C)C)O)C(C)(C)C)=O)CCC